5-((2-((3-(((3-Chloro-4-(trifluoromethoxy)benzyl)amino)methyl)cyclobutyl)amino)ethyl)amino)benzo[c][2,6]naphthyridine-8-carboxamide ClC=1C=C(CNCC2CC(C2)NCCNC2=NC3=C(C4=CN=CC=C24)C=CC(=C3)C(=O)N)C=CC1OC(F)(F)F